[bis(tribenzazepinyl)]biphenyl C1(=CC=CC=2C3=C(NC4=C(C21)C=CC=C4)C=CC=C3)C3=CC=C(C=C3)C3=CC=C(C=C3)C3=CC=CC=4C2=C(NC1=C(C43)C=CC=C1)C=CC=C2